{7-methylimidazo[1,2-a]pyridin-2-yl}methanamine CC1=CC=2N(C=C1)C=C(N2)CN